4-(((tert-butyldimethylsilyl)oxy)methyl)-2,6-dichlorobenzaldehyde [Si](C)(C)(C(C)(C)C)OCC1=CC(=C(C=O)C(=C1)Cl)Cl